(R)-N-(1-aminopropan-2-yl)-4-(9H-purin-6-yl)-3,4-dihydro-2H-1,4-thiazine-6-carboxamide hydrochloride Cl.NC[C@@H](C)NC(=O)C1=CN(CCS1)C1=C2N=CNC2=NC=N1